2-[2-ethyl-5,8-dioxo-6-(piperidin-4-ylmethyl)-5,6,7,8-tetrahydro-4H-pyrazolo[1,5-a]pyrrolo[3,4-d]pyrimidin-4-yl]-N-(5-fluoropyridin-2-yl)acetamide hydrochloride Cl.C(C)C1=NN2C(N(C3=C(C2=O)CN(C3=O)CC3CCNCC3)CC(=O)NC3=NC=C(C=C3)F)=C1